CN1N=NC2=C1C=CC(=C2C)C(C(C(=O)OC)(C)C)C2=CC(=C(C=C2)C)CN2C[C@H](OC1=C(C2)C=C2C(=CC=CC2=C1)F)CC methyl 3-(1,4-dimethyl-1H-benzo[d][1,2,3]triazol-5-yl)-3-(3-(((R)-2-ethyl-7-fluoro-2,3-dihydronaphtho[2,3-f][1,4]oxazepin-4(5H)-yl) methyl)-4-methylphenyl)-2,2-dimethylpropionate